C(C(=C)C)(=O)NCCC[N+](CCC(=O)[O-])(C)C 3-[(3-methacryloylamino-propyl)-dimethyl-ammonio]-propionate